C(C)(C)(C)C1=CC=C(S1)C=1C=C2C(OC(C2=CC1)=O)=O 5-(5-tert-butyl-2-thienyl)isobenzofuran-1,3-dione